C1(=CC=CC=C1)[C@H]1N(CCC1)C=1N=CC(=NC1)N1CCC2(CC1)CC1=CC=CC=C1[C@H]2N (3S)-1'-{5-[(2S)-2-phenylpyrrolidin-1-yl]pyrazin-2-yl}-1,3-dihydrospiro[indene-2,4'-piperidin]-3-amine